C1(=CCCCC1)C=1C=C(C=CC(=O)NC(=N)N)C=CC1 3-(Cyclohex-1-en-1-yl)cinnamoylguanidin